CC1CC(C1)(C=1N=CN(C1C)C(C1=CC=CC=C1)(C1=CC=CC=C1)C1=CC=CC=C1)C=1C=C(C=CC1)N=C(C1=CC=CC=C1)C1=CC=CC=C1 N-(3-((1s,3s)-3-methyl-1-(5-methyl-1-trityl-1H-imidazol-4-yl)cyclobutyl)phenyl)-1,1-diphenylmethanimine